S1C(=CC=C1)S(=O)(=O)Cl thiophene-2-sulfonyl chloride